6-(benzyloxy)-7-methoxy-1-[(E)-2-(5-methoxy-1H-pyrrolo[2,3-b]pyridin-3-yl)ethenyl]-1,2,3,4-tetrahydroisoquinoline C(C1=CC=CC=C1)OC=1C=C2CCNC(C2=CC1OC)\C=C\C1=CNC2=NC=C(C=C21)OC